C1CC12CCN(CC2)C=2C=C(C=CC2N2N=NC(=C2)C2=NC(=NC(=C2)O)N2CCC(CC2)(F)F)C(CO)S(=O)(=O)N (3-{6-azaspiro[2.5]oct-6-yl}-4-{4-[2-(4,4-difluoropiperidin-1-yl)-6-hydroxypyrimidin-4-yl]-1H-1,2,3-triazol-1-yl}phenyl)-2-hydroxyeth-ane-1-sulfonamide